COC1=NC=CC(=C1)C=1C=C(C=CC1)NCC12CC(C1)(C2)C(=O)OC methyl 3-(((3-(2-methoxypyridin-4-yl)phenyl)amino)methyl)bicyclo[1.1.1]pentane-1-carboxylate